C(CCC)C=1OC2=C(C1C(=O)C1=CC=C(C=C1)C(=O)N1CCCCC1)C=CC=C2 (4-(2-butyl-benzofuran-3-carbonyl)phenyl)(piperidin-1-yl)methanone